7-(benzyloxy)-3-(4-methoxybenzyl)-5-methyl-3,5-dihydro-4H-pyridazino[4,5-b]indol-4-one C(C1=CC=CC=C1)OC=1C=CC=2C3=C(N(C2C1)C)C(N(N=C3)CC3=CC=C(C=C3)OC)=O